O1CCN(CC1)C1=CC=C(C(=O)NC2=NC=C(N=C2)N2CCN(CC2)C2=NC=CC=C2)C=C1 4-Morpholino-N-(5-(4-(pyridin-2-yl)piperazin-1-yl)pyrazin-2-yl)benzamid